CC1(C(C(=C[C@@]2(CCN(C2)C(=O)C2=CC(=NN2C)C(F)(F)F)C1)C#N)=O)C (5S)-9,9-dimethyl-2-[1-methyl-3-(trifluoromethyl)-1H-pyrazole-5-carbonyl]-8-oxo-2-azaspiro[4.5]dec-6-ene-7-carbonitrile